C(CCC)C(COC(CCCCCCCCC(CCCCCCCCC(=O)OCC(CCCCCC)CCCC)NCCCN(C)C)=O)CCCCCC bis(2-butyloctyl)10-[3-(dimethylamino)propylamino]nonadecanedioate